(4-benzylbenzoyl) adenosine-5'-triphosphate triethylammonium salt C(C)[NH+](CC)CC.P([O-])(=O)(OP(=O)([O-])OP(=O)([O-])[O-])OC[C@@H]1[C@H]([C@H]([C@@](O1)(N1C=NC=2C(N)=NC=NC12)C(C1=CC=C(C=C1)CC1=CC=CC=C1)=O)O)O.C(C)[NH+](CC)CC.C(C)[NH+](CC)CC.C(C)[NH+](CC)CC